C(C)OC(C(C=O)C1(CC1)F)=O (1-fluorocyclopropyl)-3-oxopropanoic acid ethyl ester